Dicyclohexylphenyl-sulfonium trifluoromethanesulfonate salt FC(S(=O)(=O)[O-])(F)F.C1(CCCCC1)[S+](C1=CC=CC=C1)C1CCCCC1